pentadecene CCCCCCCCCCCCCC=C